N-benzyl-2-chloro-N-(2-chloroethyl)ethylamine hydrochloride Cl.C(C1=CC=CC=C1)N(CCCl)CCCl